3-(2,2-dimethyl-3-pentylcyclopropyl)propionic acid CC1(C(C1CCCCC)CCC(=O)O)C